4-((3-chlorobenzyl)amino)-2-(4-(2-hydroxyethyl)piperazin-1-yl)quinazolin-6-one ClC=1C=C(CNC2=NC(=NC=3C=CC(CC23)=O)N2CCN(CC2)CCO)C=CC1